(4-bromophenyl)-4-(methylamino)cyclobut-3-ene-1,2-dione BrC1=CC=C(C=C1)C=1C(C(C1NC)=O)=O